4-[1-(2,6-dioxo-3-piperidinyl)-3-methyl-2-oxo-benzimidazol-5-yl]-3,3-difluoro-piperidine-1-carboxylic acid tert-butyl ester C(C)(C)(C)OC(=O)N1CC(C(CC1)C1=CC2=C(N(C(N2C)=O)C2C(NC(CC2)=O)=O)C=C1)(F)F